1-(methylcarbamoyl)azetidin CNC(=O)N1CCC1